N-(1-(6-(6-(Difluoromethyl)imidazo[1,2-b]pyridazin-3-yl)pyrimidin-4-yl)-4,4-difluoropiperidin-3-yl)methanesulfonamide FC(C=1C=CC=2N(N1)C(=CN2)C2=CC(=NC=N2)N2CC(C(CC2)(F)F)NS(=O)(=O)C)F